NC1=NC(N(C2=CC(=CC(=C12)Cl)C(F)(F)F)C=1C(=NC=CC1)C)=O amino-5-chloro-1-(2-methylpyridin-3-yl)-7-(trifluoromethyl)quinazolin-2(1H)-one